OCC1=CC=C(C=C1)N1C(N(CC1)C1C(N(C(CC1)=O)C(=O)OC(C)(C)C)=O)=O Tert-Butyl 3-(3-(4-(hydroxymethyl)phenyl)-2-oxoimidazolidin-1-yl)-2,6-dioxopiperidine-1-carboxylate